1-(3,4-dimethoxyphenyl)-cyclopropanecarbaldehyde COC=1C=C(C=CC1OC)C1(CC1)C=O